The molecule is an 3beta-sterol that is (22E)-ergosta-5,22-diene substituted by a hydroxy group at position 3beta. It is a phytosterol found in marine algae, fish, and rapeseed oil. It has a role as an EC 1.3.1.72 (Delta(24)-sterol reductase) inhibitor, a biomarker, a human metabolite, a plant metabolite, an animal metabolite, an algal metabolite, a sterol biosynthesis inhibitor and a marine metabolite. It is an ergostanoid, a 3beta-sterol and a member of phytosterols. C[C@H](/C=C/[C@H](C)C(C)C)[C@H]1CC[C@@H]2[C@@]1(CC[C@H]3[C@H]2CC=C4[C@@]3(CC[C@@H](C4)O)C)C